CC1(CS(C2(CCC2)CN1)(=O)=O)C1=CC2=C(SC3=C2C=C(C=C3)C#CC)C=C1 7-methyl-7-(8-(prop-1-yn-1-yl)dibenzo[b,d]thiophen-2-yl)-5-thia-8-azaspiro[3.5]nonane 5,5-dioxide